{3-[(dimethylamino)methyl]benzyl}methylamine dihydrochloride Cl.Cl.CN(C)CC=1C=C(CNC)C=CC1